C(C(=C)C)(=O)O.CC(COC(C)CO)O dipropylene glycol monomethacrylate